[8-(1-hexylnonoxy)-7,7-dimethyl-8-oxo-octyl] (2S,4S)-4-[3-(dimethylamino)propanoyloxy]-1-(5,5-dimethyl-6-oxo-6-undecoxy-hexyl)pyrrolidine-2-carboxylate CN(CCC(=O)O[C@H]1C[C@H](N(C1)CCCCC(C(OCCCCCCCCCCC)=O)(C)C)C(=O)OCCCCCCC(C(=O)OC(CCCCCCCC)CCCCCC)(C)C)C